FC1=CC=C(C=N1)C1=C2C(=NN(C2=CC(=C1)OC[C@@H](C)O)C)C#N (R)-4-(6-Fluoropyridin-3-Yl)-6-(2-hydroxypropoxy)-1-methyl-1H-indazole-3-carbonitrile